2-(4-amino-3-(methylamino)phenyl)-4-(4-methoxyphenyl)-6-(2,2,2-trifluoroethoxy)pyrido[2,3-b]pyrazin-3(4H)-one NC1=C(C=C(C=C1)C1=NC2=C(N(C1=O)C1=CC=C(C=C1)OC)N=C(C=C2)OCC(F)(F)F)NC